1-(4-Chlorobenzyl)-3-(6-(pyridin-4-ylmethyl)spiro[3.3]hept-2-yl)urea ClC1=CC=C(CNC(=O)NC2CC3(C2)CC(C3)CC3=CC=NC=C3)C=C1